C(C)OC(C(F)(F)C=1C(=NC(=C(C1)Br)Cl)N)=O 2-(2-Amino-5-bromo-6-chloropyridin-3-yl)-2,2-difluoroacetic acid ethyl ester